9-(4,6-diphenyl-1,3,5-triazin-2-yl)-9H-carbazole-3-ol C1(=CC=CC=C1)C1=NC(=NC(=N1)C1=CC=CC=C1)N1C2=CC=CC=C2C=2C=C(C=CC12)O